1-(cyclopropylmethyl)-6-((3-fluorobenzyl)thio)-5-(o-tolyl)-1H-pyrazolo[3,4-d]pyrimidin-4(5H)-one C1(CC1)CN1N=CC2=C1N=C(N(C2=O)C2=C(C=CC=C2)C)SCC2=CC(=CC=C2)F